O=C(C)NCCOCCOCCOCC(=O)[O-] 2-oxo-6,9,12-trioxa-3-azatetradecan-14-oate